4-[6-(2-chloro-3-methyl-phenyl)-4-cyano-3-hydroxy-pyridin-2-yl]-4-oxo-butyric acid ethyl ester C(C)OC(CCC(=O)C1=NC(=CC(=C1O)C#N)C1=C(C(=CC=C1)C)Cl)=O